4-Cyclopropyl-6-fluoronaphthalene-1-amine C1(CC1)C1=CC=C(C2=CC=C(C=C12)F)N